N1-benzyl-Biguanide Hydrochloride Cl.C(C1=CC=CC=C1)NC(=N)NC(=N)N